isopropyl 3-(4-((3-(1,1-difluoroethyl)phenyl)carbamoyl)-3-methyl-5-oxo-4,5-dihydro-1H-pyrazol-1-yl)benzoate FC(C)(F)C=1C=C(C=CC1)NC(=O)C1C(=NN(C1=O)C=1C=C(C(=O)OC(C)C)C=CC1)C